tert-butyl (R)-4-(10-bromo-9-chloro-5-oxo-2,3-dihydro-5H-[1,4]thiazino[2,3,4-ij]quinazolin-7-yl)-3-((methylsulfonyl)methyl)piperazine-1-carboxylate BrC1=C(C=C2C(=NC(N3C2=C1SCC3)=O)N3[C@H](CN(CC3)C(=O)OC(C)(C)C)CS(=O)(=O)C)Cl